N-[(1R,3S)-3-{[6-chloro-2-(trifluoromethyl)quinolin-4-yl]amino}cyclohexyl]-1-cyclohexyl-1H-pyrazole-5-carboxamide ClC=1C=C2C(=CC(=NC2=CC1)C(F)(F)F)N[C@@H]1C[C@@H](CCC1)NC(=O)C1=CC=NN1C1CCCCC1